Rac-4-bromo-2-(3-cyanomorpholin-4-yl)-5-fluorobenzoic acid methyl ester COC(C1=C(C=C(C(=C1)F)Br)N1[C@@H](COCC1)C#N)=O |r|